6-chloro-8-fluoro-2-(4-piperidinyl)quinoxaline ClC=1C=C2N=CC(=NC2=C(C1)F)C1CCNCC1